FC=1C=C(C=C(C1)N1C(C2=CC=CC(=C2C1)C(F)(F)F)=O)C(CC(=O)NN)C 3-[3-Fluoro-5-[1-oxo-4-(trifluoromethyl)isoindolin-2-yl]phenyl]butanehydrazide